hafnium(IV) iodide [I-].[Hf+4].[I-].[I-].[I-]